(1R,4R,7R)-2-{2-[1-(cyclopropylmethyl)-1H-indol-2-yl]-7-methoxy-1-[(1,2-oxazol-3-yl)methyl]-1H-1,3-benzodiazole-5-carbonyl}-2-azabicyclo[2.2.1]heptan-7-amine C1(CC1)CN1C(=CC2=CC=CC=C12)C1=NC2=C(N1CC1=NOC=C1)C(=CC(=C2)C(=O)N2[C@@H]1CC[C@H](C2)[C@H]1N)OC